ClC1=CC=C(C=C1)C1=CC=C(S1)CC1=C2N=C(C(=NC2=CC=C1)C(=O)N)C1=C(C=CC=C1)F ((5-(4-chlorophenyl)thiophen-2-yl)methyl)-(2-fluorophenyl)quinoxaline-2-carboxamide